1-(2-(3-(5-isopropoxy-4-(trifluoromethyl)pyridin-2-yl)-1,2,4-thiadiazol-5-ylamino)pyridin-3-yl)pyrrolidin-2-one C(C)(C)OC=1C(=CC(=NC1)C1=NSC(=N1)NC1=NC=CC=C1N1C(CCC1)=O)C(F)(F)F